(1RS,3SR,4SR)-5'-bromo-4'-chloro-1'-(4-methoxybenzyl)-4-(4-(trimethylsilyl)-1H-1,2,3-triazol-1-yl)-1',2'-dihydrospiro[cyclopentane-1,3'-pyrrolo[2,3-b]pyridin]-3-ol BrC=1C(=C2C(=NC1)N(C[C@]21C[C@@H]([C@H](C1)N1N=NC(=C1)[Si](C)(C)C)O)CC1=CC=C(C=C1)OC)Cl |r|